2-{(2E)-2-[(3-methylphenyl)methylidene]hydrazinyl}-4-(morpholin-4-yl)-6-[(3R)-piperidin-3-yl]-6,7-dihydro-5H-pyrrolo[3,4-d]pyrimidine CC=1C=C(C=CC1)\C=N\NC=1N=C(C2=C(N1)CN(C2)[C@H]2CNCCC2)N2CCOCC2